3-(7-fluoro-1H-indazol-6-yl)acrylamide FC=1C(=CC=C2C=NNC12)C=CC(=O)N